N-[(2R)-1-{3a-benzyl-2-tert-butyl-3-oxo-4H,6H,7H-pyrazolo[4,3-c]pyridin-5-yl}-3-(benzyloxy)-1-oxopropan-2-yl]-2-amino-2-methylpropanamide C(C1=CC=CC=C1)C12CN(CCC1=NN(C2=O)C(C)(C)C)C([C@@H](COCC2=CC=CC=C2)NC(C(C)(C)N)=O)=O